2-METHYL-3-CYCLOHEXENE-1-CARBOXYLIC ACID CC1C(CCC=C1)C(=O)O